C(#N)C=1C=C2C(=CC1)NC(C21CCN(CC1)C(=O)OC(C)(C)C)=O tert-butyl 5-cyano-2-oxo-1,2-dihydrospiro[indole-3,4'-piperidine]-1'-carboxylate